NC1=NC=NC=2C3=C(CC(C12)(C)C)C(=C(C=C3)O[C@@H]3CC[C@H](CC3)NCCOC)N(CCC#N)C 3-[[4-amino-8-[trans-4-(2-methoxyethylamino)cyclohexoxy]-5,5-dimethyl-6H-benzo[h]quinazolin-7-yl]-methyl-amino]propanenitrile